ClC=1C=CC=C2C(C=C(OC12)C1=C(OCC(CN2C[C@H](CC2)C(=O)O)O)C=C(C=C1)C(F)(F)F)=O (3S)-1-[3-[2-(8-chloro-4-oxo-chromen-2-yl)-5-(trifluoromethyl)phenoxy]-2-hydroxy-propyl]pyrrolidine-3-carboxylic acid